ClC=1N=C(C(=NC1)C1=C(C(=CC=C1)Cl)Cl)C 5-chloro-2-(2,3-dichlorophenyl)-3-methylpyrazine